isopropyl ((((2R,3S,4R,5R)-5-(3,5-dioxo-4,5-dihydro-1,2,4-triazin-2(3H)-yl)-3,4-dihydroxytetrahydrofuran-2-yl)methoxy)(phenoxy)phosphoryl)-L-alaninate O=C1N(N=CC(N1)=O)[C@H]1[C@@H]([C@@H]([C@H](O1)COP(=O)(OC1=CC=CC=C1)N[C@@H](C)C(=O)OC(C)C)O)O